C1(=CC=CC=C1)[C@H](C)NC1CN(CCC1C(=O)OCC)C(=O)OC(C)(C)C 1-tert-butyl 4-ethyl 3-(((S)-1-phenylethyl)amino)piperidine-1,4-dicarboxylate